S1N=CC2=C1C=CC(=C2)O[C@@H]2C[C@H](C2)N2N=C1N(C2=O)[C@@H](CC1)C1=CC(=CC(=C1)F)F (5S)-2-{trans-3-[(1,2-benzothiazol-5-yl)oxy]cyclobutyl}-5-(3,5-difluorophenyl)-2,5,6,7-tetrahydro-3H-pyrrolo[2,1-c][1,2,4]triazol-3-one